(2S)-5-[bis[2-(tert-butoxycarbonylamino)ethyl]amino]-2-(tert-butoxycarbonylamino)-5-oxo-pentanoic acid methyl ester COC([C@H](CCC(=O)N(CCNC(=O)OC(C)(C)C)CCNC(=O)OC(C)(C)C)NC(=O)OC(C)(C)C)=O